OC1CC(C1)CN(CCCCCCCC(=O)N(CCCCCCCCCC)CCCCCCCCCC)CCCCCCCC(=O)N(CCCCCCCCCC)CCCCCCCCCC 8,8'-((((1S,3S)-3-hydroxycyclobutyl)-methyl)azanediyl)-bis(N,N-didecyl-octanamide)